2,4-dimethoxypentane COC(C)CC(C)OC